[B].C(C)(=O)O.C(C)(=O)O diacetic acid boron